NC(C(=O)O)CCOCC 2-AMINO-4-ETHOXYBUTANOIC ACID